C(C)=C1CC(C(CC1)O)OCCC (+-)-4-ethylidene-2-propyloxycyclohexanol